3-(6,7-dichloro-2-(5-(trifluoromethyl)-1H-1,2,4-triazol-3-yl)-1H-indol-3-yl)isoxazol-5-ol ClC1=CC=C2C(=C(NC2=C1Cl)C1=NNC(=N1)C(F)(F)F)C1=NOC(=C1)O